8-chloro-1,7-naphthyridine ClC=1N=CC=C2C=CC=NC12